3-[1-[(6-chloropyridin-3-yl)methyl]-7-fluoro-benzimidazol-2-yl]-4-methyl-1,2,5-oxadiazole ClC1=CC=C(C=N1)CN1C(=NC2=C1C(=CC=C2)F)C2=NON=C2C